(R)-N-methylpropane-2-sulfinamide CN[S@](=O)C(C)C